BrC=1C(=CC(=NC1C)Cl)NCC(OC)OC 5-bromo-2-chloro-N-(2,2-dimethoxyethyl)-6-methylpyridin-4-amine